7-bromo-N-(tert-butyl)-2,3-dihydro-4H-benzo[b][1,4]oxazine-4-carboxamide BrC=1C=CC2=C(OCCN2C(=O)NC(C)(C)C)C1